O1CCN(CC1)C(C)C=1C=CC(=NC1)NC=1C=CC(=C2CN(C(C12)=O)C(=O)OC(C)(C)C)B1OC(C(O1)(C)C)(C)C tert-butyl 7-((5-(1-morpholinoethyl)pyridin-2-yl)amino)-1-oxo-4-(4,4,5,5-tetramethyl-1,3,2-dioxaborolan-2-yl)isoindoline-2-carboxylate